NCC(CN1N=CN(C1=O)C1=NC=CC(=C1)C=1C=NN(C1)CC)=C(F)F 2-[2-(aminomethyl)-3,3-difluoro-allyl]-4-[4-(1-ethylpyrazol-4-yl)-2-pyridinyl]-1,2,4-triazol-3-one